chloro-6'-((5-ethylpyrimidin-4-yl)amino)-2'H-spiro[cyclohexane-1,3'-imidazo[1,5-a]pyridine]-1',5'-dione ClN1C2(N3C(=CC=C(C3=O)NC3=NC=NC=C3CC)C1=O)CCCCC2